γ-linolenic acid amide C(CCCC\C=C/C\C=C/C\C=C/CCCCC)(=O)N